OC1=CC2=C(N=C(S2)C=2SC3(CN2)CCC(CC3)C)C=C1 2-(6-Hydroxybenzo[d]thiazol-2-yl)-8-methyl-1-thia-3-azaspiro[4.5]dec-2-en